3,5-diazabicyclo[5.4.0]undec-7-ene C12CNCNCC2=CCCC1